BrC=1C=C(C=C(C1)C1=NN(N=C1)C)C1(CC1)C#N 1-(3-bromo-5-(2-methyl-2H-1,2,3-triazol-4-yl)phenyl)cyclopropane-1-carbonitrile